N-((5-(2-((6-chloro-7-fluoro-2-methylquinazolin-4-yl)thio)acetyl)thiophen-2-yl)methyl)-2-hydroxyacetamide ClC=1C=C2C(=NC(=NC2=CC1F)C)SCC(=O)C1=CC=C(S1)CNC(CO)=O